4-[6-(1-methyl-1H-pyrazol-4-yl)pyrazolo[1,5-a]pyridin-3-yl]piperazine-1-carboxylic acid 1-ethylpropyl ester C(C)C(CC)OC(=O)N1CCN(CC1)C=1C=NN2C1C=CC(=C2)C=2C=NN(C2)C